2-methyl-phthalic acid CC1(C(C(=O)O)C=CC=C1)C(=O)O